CC(=CCCCCC)C(=O)[O-].[Na+] Sodium oct-2-ene-2-carboxylate